ClC1=C(CN2CCC(CC2)N2CC(C2)(N2N=CC(=C2)C=2C3=C(N=CN2)NC=C3)CC#N)C=CC=C1Cl {1-[1-(2,3-dichlorobenzyl)piperidin-4-yl]-3-[4-(7H-pyrrolo[2,3-d]pyrimidin-4-yl)-1H-pyrazol-1-yl]azetidin-3-yl}acetonitrile